C(C)(C)(C)OC(=O)N1C[C@H](OCC1)C(C)O (2S)-2-(1-hydroxyethyl)morpholine-4-carboxylic acid tert-butyl ester